ClC1=C(C(=O)N[C@H](C(=O)O)CNC(CNC(C2=CC(=CC=C2)NC=2NCC(CN2)F)=O)=O)C(=CC(=C1)C1=CC=C2C=NNC2=C1)Cl (2S)-2-(2,6-dichloro-4-(1H-indazol-6-yl)benzamido)-3-(2-(3-(5-fluoro-1,4,5,6-tetrahydropyrimidin-2-ylamino)benzamido)acetamido)propanoic acid